CN1N=CC(=C1)C(=O)NC1=CC2=C(C=N1)C=C(N2)C2=NC(=NC=C2)N[C@@H](C(F)(F)F)C (R)-1-methyl-N-(2-(2-(1,1,1-trifluoropropan-2-ylamino)pyrimidin-4-yl)-1H-pyrrolo[3,2-c]pyridin-6-yl)-1H-pyrazole-4-carboxamide